Indium-Tin-Oxide [Sn]=O.[In]